ClC1=CC=C(C=N1)CN1\C(\NCC1)=N\[N+](=O)[O-] (E)-1-(6-chloro-3-pyridylmethyl)-N-nitroimidazolidin-2-ylideneamine